alloitol C([C@H](O)[C@H](O)[C@H](O)[C@H](O)CO)O